OCCN(CCCCCCCC(=O)OC(CCCCCCCC)CCCCCCCC)CCCCCC(OCCCCCCCCCCC)=O heptadecan-9-yl 8-((2-hydroxy ethyl)(6-oxo 6-(undecyloxy)hexyl)amino)octanoate